(Cyclobutylmethyl)[(2-{6-cyclopropyl-4-[4-fluoro-2-(4-methyl-1,2,4-triazol-3-yl)phenyl]pyridin-2-yl}-7-fluoro-1,3-benzoxazol-5-yl)methyl]amine C1(CCC1)CNCC=1C=C(C2=C(N=C(O2)C2=NC(=CC(=C2)C2=C(C=C(C=C2)F)C2=NN=CN2C)C2CC2)C1)F